3-(7-methoxy-6-(1-(6-(oxetan-3-yl)-5,6,7,8-tetrahydro-1,6-naphthyridin-2-yl)ethoxy)-[1,2,4]triazolo[4,3-b]pyridazin-3-yl)-5-methylisoxazole COC1=CC=2N(N=C1OC(C)C1=NC=3CCN(CC3C=C1)C1COC1)C(=NN2)C2=NOC(=C2)C